ClC=1C2=C(N=CN1)N(C(C(=C2)OC2COCC2)=O)CC2=CC=C(C=C2)OC 4-chloro-8-(4-methoxybenzyl)-6-((tetrahydrofuran-3-yl)oxy)pyrido[2,3-d]pyrimidin-7(8H)-one